2-(2,6-Dioxopiperidin-3-yl)-4-((6-hydroxyhexyl)oxy)isoindoline-1,3-dione O=C1NC(CCC1N1C(C2=CC=CC(=C2C1=O)OCCCCCCO)=O)=O